CN1N=CC(=C1C1=CC=2N(C=C1)N=C(C2)NC2=NC(=CN=C2)C(F)(F)F)O[C@@H]2CN(CC2)C 5-[2-methyl-4-[(3S)-1-methylpyrrolidin-3-yl]oxy-pyrazol-3-yl]-N-[6-(trifluoromethyl)pyrazin-2-yl]pyrazolo[1,5-a]pyridin-2-amine